C1(=CC=CC=C1)C=1C(=C(C(=C(C1)C1=CC=CC=C1)[Si](C1=CC=CC2=CC=CC=C12)(C1=CC=CC=C1)C1=CC=CC=C1)F)C1=CC=CC=C1 diphenylfluoro(diphenylnaphthylsilylbiphenyl)